CC(CC)(CCCC(CCCC(CCCC(C)C)C)C)O 3,7,11,15-tetramethylhexadecan-3-ol